N-((2-(4'-Fluoro-2'-(4-methyl-4H-1,2,4-triazol-3-yl)-[1,1'-biphenyl]-3-yl)-7-(trifluoromethyl)benzo[d]oxazol-5-yl)methyl)cyclopentanamine FC1=CC(=C(C=C1)C1=CC(=CC=C1)C=1OC2=C(N1)C=C(C=C2C(F)(F)F)CNC2CCCC2)C2=NN=CN2C